FC(C1=CC=C(C=C1)C#CCN(C(O)=S)C1=CC=CC=C1)(F)F (3-(4-trifluoromethylphenyl)prop-2-yn-1-yl)(phenyl)thiocarbamic acid